C(CCCCCCCCC)OCCCCCCCCCCCCCCCCCCCCCCCCCCCCCC n-triacontyl decyl ether